(2E)-4-{[(2E,6E)-3,7,11-trimethyldodeca-2,6,10-trien-1-yl]oxy}but-2-en C\C(=C/COC/C=C/C)\CC\C=C(\CCC=C(C)C)/C